COC1=CC=C(C=N1)C=1N=C(C2=C(N1)C=C(S2)C(C)(C)NC2=NC=C(C=N2)C(=O)OCC)N2CCOCC2 Ethyl 2-(2-(2-(6-methoxypyridin-3-yl)-4-morpholinothieno[3,2-d]pyrimidinyl)propan-2-ylamino)pyrimidine-5-carboxylate